NC1=NC(=NC(=C1/C=C/C(=O)[O-])N[C@H](C)C1=C(C(=CC=C1)C(F)F)F)C (R,E)-3-(4-amino-6-((1-(3-(difluoromethyl)-2-fluorophenyl)ethyl)amino)-2-methylpyrimidin-5-yl)acrylate